3-[6-[7-([4-[6-(azetidin-1-yl)-2-methyl-1-oxo-2,7-naphthyridin-4-yl]-2,6-dimethoxyphenyl]methyl)-2,7-diazaspiro[3.5]nonan-2-yl]-1-oxo-3H-isoindol-2-yl]piperidine-2,6-dione N1(CCC1)C=1C=C2C(=CN(C(C2=CN1)=O)C)C1=CC(=C(C(=C1)OC)CN1CCC2(CN(C2)C2=CC=C3CN(C(C3=C2)=O)C2C(NC(CC2)=O)=O)CC1)OC